C(C1=CC=CC=C1)SC=1N(C2=CC=CC=C2C1)C1=NC=CC=C1 2-(benzylthio)-1-(pyridin-2-yl)-1H-indole